N-[[2-(2-amino-pyrimidin-4-yl)phenyl]methyl]-7-(4-bromo-3-chloro-benzoyl)-2-[4-(cyclopropoxy)phenyl]-6-methyl-3-oxo-6,8-dihydro-5H-imidazo[1,5-a]pyrazine-1-carboxamide NC1=NC=CC(=N1)C1=C(C=CC=C1)CNC(=O)C=1N(C(N2C1CN(C(C2)C)C(C2=CC(=C(C=C2)Br)Cl)=O)=O)C2=CC=C(C=C2)OC2CC2